BrC1=CC=CC=2C=3N(C(=NC12)NC=1C(N=CC=CC1)=O)N=C(N3)C3=CC=C(C=C3)F (3R)-3-{[7-bromo-2-(4-fluorophenyl)[1,2,4]triazolo[1,5-c]quinazolin-5-yl]amino}azepin-2-one